Methionine-d6 N([C@@](C(C(SC)[2H])([2H])[2H])(C(=O)O)[2H])([2H])[2H]